C(C1=CC=CC=C1)OP(=O)(OCC1=CC=CC=C1)OC(C(=O)O)C(C)(C)C (bis(benzyloxy)phosphoryloxy)-3,3-dimethylbutanoic acid